5H-[1,3]dioxol O1COCC1